C1(CC1)COC1=C(C=CC=C1)C1NC2=CC=CC=C2C=C1 2-[2-(cyclopropylmethoxy)phenyl]-1H-quinolin